ClC1=NC=C(C(=C1)C1=C(C=NC(=C1)C)C(=O)NC=1SC(=NN1)CCC(F)(F)F)OC 2'-chloro-5'-methoxy-6-methyl-N-(5-(3,3,3-trifluoropropyl)-1,3,4-thiadiazol-2-yl)-(4,4'-bipyridine)-3-carboxamide